benzyl ((S)-(4,4-difluorocyclohexyl)(5-((R)-1-((S)-4-(difluoromethyl)-2-oxoimidazolidin-1-yl)-2-methoxyethyl)benzo[d]oxazol-2-yl)methyl)carbamate FC1(CCC(CC1)[C@@H](C=1OC2=C(N1)C=C(C=C2)[C@H](COC)N2C(N[C@@H](C2)C(F)F)=O)NC(OCC2=CC=CC=C2)=O)F